methyl 4-[1-(2,2-dimethylpropanoyl)-5-(4-fluorophenyl)pyrrolo[2,3-f]indazol-7-yl]benzoate CC(C(=O)N1N=CC2=CC3=C(C=C12)C(=CN3C3=CC=C(C=C3)F)C3=CC=C(C(=O)OC)C=C3)(C)C